(2R)-2-(6-{5-chloro-2-[(oxacyclohex-4-yl)amino]pyrimidin-4-yl}-1-oxo-2,3-dihydro-1H-isoindol-2-yl)-N-[(1S)-1-(3-chloro-5-methoxyphenyl)-2-hydroxyethyl]propionamide ClC=1C(=NC(=NC1)NC1CCOCC1)C1=CC=C2CN(C(C2=C1)=O)[C@@H](C(=O)N[C@H](CO)C1=CC(=CC(=C1)OC)Cl)C